triethanolamine lauroyl-methyl-taurate C(CCCCCCCCCCC)(=O)N(CCS(=O)(=O)O)C.N(CCO)(CCO)CCO